2-chloro-4-[[4-[4-(1,1-difluoroethyl)-1-methyl-imidazol-2-yl]phenyl]methoxy]pyrimidin-5-ol ClC1=NC=C(C(=N1)OCC1=CC=C(C=C1)C=1N(C=C(N1)C(C)(F)F)C)O